FC(C1=NC=CC=C1C(=O)N)(F)F 2-(trifluoro-methyl)pyridine-3-carboxamide